N,N-dimethyl-1-[(S)-2-(diphenylphosphino)ferrocenyl]ethylamine CN(C)C(C)[C-]1C(=CC=C1)P(C1=CC=CC=C1)C1=CC=CC=C1.[CH-]1C=CC=C1.[Fe+2]